6-((1H-indazol-4-yl)methyl)-2-(1-hydroxy-1-(1H-pyrazol-3-yl)ethyl)-4-methyl-4,6-dihydro-5H-thiazolo[5',4':4,5]pyrrolo[2,3-d]pyridazin-5-one N1N=CC2=C(C=CC=C12)CN1N=CC2=C(C1=O)N(C1=C2SC(=N1)C(C)(C1=NNC=C1)O)C